5-nitropyridinecarboxylic acid methyl ester COC(=O)C1=NC=C(C=C1)[N+](=O)[O-]